CC(CO)CCCCCCO 2-methyl-1,8-octylene glycol